(2R,3S)-N-ethyl-2-(((cis-4-isopropylcyclohexyl)oxy)methyl)-3-((methylsulfonyl)amino)piperidine-1-carboxamide C(C)NC(=O)N1[C@H]([C@H](CCC1)NS(=O)(=O)C)CO[C@@H]1CC[C@@H](CC1)C(C)C